phytanol C(CC(C)CCCC(C)CCCC(C)CCCC(C)C)O